OC(CC(=O)O)C.OC(CC(=O)O)C.OC(CC(=O)O)C.C(O)C(CC)(CO)CO trimethylolpropane tris(3-hydroxybutyrate)